BrC=1C=C2C=C(N=CC2=CC1Cl)NC(=O)C1C(CC1)COC Racemic-N-(6-bromo-7-chloroisoquinolin-3-yl)-2-(methoxymethyl)cyclobutane-1-carboxamide